6-(diethylamino)naphthalen-1-ol C(C)N(C=1C=C2C=CC=C(C2=CC1)O)CC